CCC(CC=CC)C(=O)[O-] hept-5-ene-3-carboxylate